CC1(OB(OC1(C)C)C1=CC2(COC2)C1)C 4,4,5,5-Tetramethyl-2-(2-oxaspiro[3.3]hept-5-en-6-yl)-1,3,2-dioxaborolane